OC(C(=O)N1CC2=C(N=C(NC2=O)C2(CC2)C2=CC=CC=C2)CC1)C1=CC(=CC=C1)C(C)C 6-(2-hydroxy-2-(3-isopropylphenyl)acetyl)-2-(1-phenylcyclopropyl)-5,6,7,8-tetrahydropyrido[4,3-d]pyrimidin-4(3H)-one